C(C)(=O)N=S1(C=CN(C=C1)C(=O)NC=1SC(=C(N1)C1=CC(=CC=C1)C#N)C1=CC(=NC(=C1)C)C)=O 1-acetylimino-N-[4-(3-cyanophenyl)-5-(2,6-dimethyl-4-pyridinyl)thiazol-2-yl]-1-oxo-1,4-thiazine-4-carboxamide